(S)-5-(4-methoxy-2-((1-(oxetan-3-yl)ethyl)amino)pyrrolo[2,1-f][1,2,4]triazin-5-yl)-N-methylpyrazolo[1,5-a]pyridine-3-carboxamide COC1=NC(=NN2C1=C(C=C2)C2=CC=1N(C=C2)N=CC1C(=O)NC)N[C@@H](C)C1COC1